C[C@@]1([C@@](OC(O1)(C1=CC(=C(C=C1)C1=CC=CC=C1)F)[C@H](C)Br)(C(=O)O)C)C(=O)O dimethyl-(4R,5R)-2-((S)-1-bromoethyl)-2-(2-fluoro-[1,1'-biphenyl]-4-yl)-1,3-dioxolane-4,5-dicarboxylic acid